BrC=1C=C(C=C2C(N(C(=NC12)Cl)C)=O)C 8-bromo-2-chloro-3,6-dimethylquinazolin-4(3H)-one